FC(C1CN(CCO1)C#N)(F)F 2-(trifluoromethyl)morpholine-4-carbonitrile